N-((1s,4s)-4-(3,3-difluoroazetidin-1-yl)cyclohexyl)-5,6-dihydrobenzo[f]imidazo[1,5-d][1,4]oxazepine-10-carboxamide FC1(CN(C1)C1CCC(CC1)NC(=O)C=1C=CC2=C(C=3N(CCO2)C=NC3)C1)F